ethyl (7R)-1-[(4-fluorophenyl)methyl]-7-methyl-5-(1H-pyrrole-2-carbonyl)-6,7-dihydro-4H-pyrazolo[4,3-c]pyridine-3-carboxylate FC1=CC=C(C=C1)CN1N=C(C=2CN(C[C@H](C21)C)C(=O)C=2NC=CC2)C(=O)OCC